CC(=O)OC1=CC=C2C3=C1O[C@@H]1[C@]33CCN([C@H](C2)[C@@H]3C=C[C@@H]1OC(=O)C)C diacetylmorphine